COS(=O)(=O)O.CN1C=2C=CC=CC2NC2=CC=CC=C12 5-methylphenazine methyl-sulfate salt